11,12-DIHYDRORETINAL CC1=C(C(CCC1)(C)C)/C=C/C(=C/CC/C(=C/C=O)/C)/C